FC(C1=CC=C(C[C@@H]2NOCC2)C=C1)(F)F (S)-3-(4-(trifluoromethyl)benzyl)isoxazolidine